(undecylphenyl) carbamate C(N)(OC1=C(C=CC=C1)CCCCCCCCCCC)=O